C(CCCCCCCCCCCC=CCCCCCCCC)(=O)OCCCCCCCCCCCCCCCCCCCCCCCCCCCCCC triacontyl docos-13-enoate